CN1CCN(CC1)C(=O)C1=CC=C(C=C1)C1=NN2C(S1)=NC=C2C2=CC=C(C(=O)OC)C=C2 methyl 4-(2-(4-(4-methylpiperazine-1-carbonyl)phenyl)imidazo[2,1-b][1,3,4]thiadiazol-5-yl)benzoate